C(C1=CC=CC=C1)NC(C(C#N)=CC1=CC(=C(C=C1)O)O)=O N-benzyl-3,4-dihydroxy-benzylidene-cyanoacetamide